1,2,4-thiadioxane S1OCOCC1